(S)-3-(2',4'-difluorobiphenyl-4-yl)-3-(3-(4-hydroxy-1-methyl-2-oxo-1,2-dihydropyridin-3-yl)ureido)propionic acid FC1=C(C=CC(=C1)F)C1=CC=C(C=C1)[C@H](CC(=O)O)NC(=O)NC=1C(N(C=CC1O)C)=O